[5-(3-fluoropropyl)-4,6-dimethoxypyrimidin-2-yl]-bis-(4-methoxy-benzyl)-amine FCCCC=1C(=NC(=NC1OC)N(CC1=CC=C(C=C1)OC)CC1=CC=C(C=C1)OC)OC